N-(1-(azetidin-1-ylmethyl)cyclopropyl)-2-(2,6-dichlorophenyl)acetamide N1(CCC1)CC1(CC1)NC(CC1=C(C=CC=C1Cl)Cl)=O